4-methyl-2,5,β-trimethoxyphenethylamine CC1=CC(=C(C(CN)OC)C=C1OC)OC